(4R)-8-chloro-4-methyl-6-[1-methyl-3-(1-methylpyrazol-4-yl)indazol-5-yl]-1,3,4,5-tetrahydro-1,5-benzodiazepin-2-one ClC=1C=C(C2=C(NC(C[C@H](N2)C)=O)C1)C=1C=C2C(=NN(C2=CC1)C)C=1C=NN(C1)C